F[C@@H]1[C@H]([C@@H]2CN[C@H]1CC2)N(C2=CC=C(N=N2)C2=C(C=C(C=C2)N2C=NC=C2)O)C 2-(6-(((1S,4S,5S,6S)-6-fluoro-2-azabicyclo[2.2.2]octan-5-yl)(methyl)amino)pyridazin-3-yl)-5-(1H-imidazol-1-yl)phenol